C1(CC1)S(=O)(=O)N1C[C@@H](CCC1)NC=1C2=C(N=C(N1)NC1=CC=C(C=C1)N1CCN(CC1)C)NC=C2C(C(C)C)=O (R)-1-(4-((1-(cyclopropylsulfonyl)piperidin-3-yl)amino)-2-((4-(4-methylpiperazin-1-yl)phenyl)amino)-7H-pyrrolo[2,3-d]pyrimidin-5-yl)-2-methylpropan-1-one